ClC1=C(C=CC(=C1)OC)CNC1=NN2C(NC(=CC2=O)CCC)=N1 2-[(2-chloro-4-methoxyphenyl)methylamino]-5-propyl-4H-[1,2,4]triazolo[1,5-a]pyrimidin-7-one